C(CC)C1CCC(CC1)OCC(CO)O 3-(4-propylcyclohexyloxy)-1,2-propanediol